2,5-di-tert-amyl-1,4-benzoquinone C(C)(C)(CC)C=1C(C=C(C(C1)=O)C(C)(C)CC)=O